NC1=NC=C(C(=N1)C1=CC=C(C=C1)NC1=NC(=NC=C1C)NC1=CC(=CC=C1)Cl)C N4-(4-(2-amino-5-methylpyrimidin-4-yl)phenyl)-N2-(3-chlorophenyl)-5-methylpyrimidine-2,4-diamine